FC(C1=CC(=NC=C1OC[C@@](CC(C)C)(N)C)C1=C(C(=NC=C1)C)F)F (R)-1-((4-(difluoromethyl)-3'-fluoro-2'-methyl-[2,4'-bipyridin]-5-yl)oxy)-2,4-dimethylpentan-2-amine